[Si](C)(C)(C(C)(C)C)O[C@@H]1C[C@H](N(C1)C(=O)OC(C)(C)C)C=1NC(=CN1)C#CC1=CC(=CC=C1)Cl tert-butyl (2S,4R)-4-[tert-butyl (dimethyl)silyl]oxy-2-[5-[2-(3-chlorophenyl) ethynyl]-1H-imidazol-2-yl]pyrrolidine-1-carboxylate